N1(CC1)CC(C(=O)[O-])C 3-(1-aziridinyl)-2-methylpropionate